(4S)-5,5-difluoro-1-[(3R)-4,4,4-trifluoro-3-methoxybutyl]-3-(trifluoromethyl)-4,6-dihydrocyclopenta[c]pyrazol-4-ol FC1([C@H](C2=C(N(N=C2C(F)(F)F)CC[C@H](C(F)(F)F)OC)C1)O)F